NC1=CC=C(C=C1)N1C(=CC=C1)NC(O[C@H](C)C1=C(C=CC=C1)Cl)=O (R)-1-(2-chlorophenyl)ethyl (1-(4-aminophenyl)-1H-pyrrol-2-yl)carbamate